6-amino-2,2-dimethyl-2H-benzo[b][1,4]oxazin-3(4H)-one NC1=CC2=C(OC(C(N2)=O)(C)C)C=C1